O=C1N(CCC(N1)=O)C=1C=C(C(=O)N2CCC(CC2)CN2CCN(CC2)C2=CC=C(C=C2)NC2=C3N=CN(C3=NC=N2)C2CC(C2)NC(CC2=CC=CC=C2)=O)C=CC1OC N-((1s,3s)-3-(6-((4-(4-((1-(3-(2,4-dioxotetrahydropyrimidin-1(2H)-yl)-4-methoxybenzoyl)piperidin-4-yl)methyl)piperazin-1-yl)phenyl)amino)-9H-purin-9-yl)cyclobutyl)-2-phenylacetamide